CC(=O)CC(=O)C(F)(F)F 1,1-Trifluoroacetylacetone